ethyl 2-(2-((2-(3-(((tert-butoxycarbonyl)amino)methyl)phenyl)benzofuran-4-yl)methoxy)phenyl)acetate C(C)(C)(C)OC(=O)NCC=1C=C(C=CC1)C=1OC2=C(C1)C(=CC=C2)COC2=C(C=CC=C2)CC(=O)OCC